C(C)(C)(C)C=1C=C(C=C(C1C(C)(C)C)C)O 3,4-di-tert-butyl-5-methyl-phenol